C(CCCCCCCCCCC)C1=CC=C(C=C1)/C(/C#N)=C/C1=CC=C(C=C1)C1=CC=C(C=C1)C1=CC=NC=C1 (Z)-2-(4-dodecylphenyl)-3-(4'-(pyridine-4-yl)-[1,1'-biphenyl]-4-yl)acrylonitrile